NC1=CC=C(C=C1)C(C)(C)C1=CC=C(C=C1)N bis(4-aminophenyl)propane